5-Methyl-1,3,4-oxadiazole-2-carboxylic acid potassium salt [K+].CC1=NN=C(O1)C(=O)[O-]